C(C)(=O)OCC1=CSC2=C1C=C(C=C2)Cl (5-chloro-1-benzothiophen-3-yl)methyl acetate